FC1=C(C=CC(=C1)F)NC1=C(C#N)C=CC(=C1)C(F)(F)F 2-((2,4-difluorophenyl)amino)-4-(trifluoromethyl)benzonitrile